ClCC1=CC=C(C=C1)NC1=NC(=CC=C1[N+](=O)[O-])C1=CC=CC=C1 N-(4-(chloromethyl)phenyl)-3-nitro-6-phenylpyridin-2-amine